2-(1-(4-amino-3-(5-methylthiophen-2-yl)-1H-pyrazolo[3,4-d]pyrimidin-1-yl)ethyl)-5-fluoro-3-(3-fluorophenyl)-4H-chromen-4-one NC1=C2C(=NC=N1)N(N=C2C=2SC(=CC2)C)C(C)C=2OC1=CC=CC(=C1C(C2C2=CC(=CC=C2)F)=O)F